FC(C(=O)O)(F)F.C(C)(C)S(=O)(=O)CC1CNC1 3-(isopropylsulfonylmethyl)azetidine trifluoroacetate